7'-tetraphenylspirobifluorene C1(=CC=CC2=CC=C3C=C4C=CC=CC4=CC3=C12)C1=CC=C2C3=CC=CC4(C=CC=C5C6=CC=CC=C6C=C45)C3=CC2=C1